2-(3-(1-(tert-butoxycarbonyl)piperidin-4-yl)-4-methoxyphenyl)-4-((3-(1,1-difluoropropyl)phenyl)carbamoyl)-5-methyl-1H-imidazole 3-oxide C(C)(C)(C)OC(=O)N1CCC(CC1)C=1C=C(C=CC1OC)C=1NC(=C([N+]1[O-])C(NC1=CC(=CC=C1)C(CC)(F)F)=O)C